Ketovalin O=N[C@@H](C(C)C)C(=O)O